NC(CN1N=C(C(=C1)NC(=O)C=1C=NN2C1N=C(C=C2)N[C@H]2[C@H](CCCC2)NC(OC(C)(C)C)=O)C(N)=O)=O tert-butyl {(1S,2R)-2-[(3-{[1-(2-amino-2-oxoethyl)-3-carbamoyl-1H-pyrazol-4-yl]carbamoyl}pyrazolo[1,5-a]pyrimidin-5-yl)amino]cyclohexyl}carbamate